FC=1C=C(\C=N\NC2=NC(=NC(=C2)C(F)(F)F)SCC#C)C=CC1 (E)-4-(2-(3-Fluorobenzylidene)hydrazino)-2-(prop-2-yn-1-ylthio)-6-(trifluoromethyl)pyrimidine